3-((2S)-2-hydroxy-3-(8-(4-methoxy-2,3-dimethylphenylsulfonyl)-1-oxa-8-azaspiro[4.5]decan-3-ylamino)propoxy)-N-methylbenzenesulfonamide O[C@H](COC=1C=C(C=CC1)S(=O)(=O)NC)CNC1COC2(C1)CCN(CC2)S(=O)(=O)C2=C(C(=C(C=C2)OC)C)C